NC([C@H](C[C@H]1C(NC2=C(O1)C=CC=C2)=O)NC(OC(C)(C)C)=O)=O tert-butyl ((S)-1-amino-1-oxo-3-((S)-3-oxo-3,4-dihydro-2H-benzo[b][1,4]oxazin-2-yl)propan-2-yl)carbamate